tert-butyl 4-[(2-{2,8-dimethylimidazo[1,2-a]pyrazin-6-yl}-4-oxopyrido[1,2-a]-pyrimidin-6-yl)-amino]piperidine-1-carboxylate CC=1N=C2N(C=C(N=C2C)C=2N=C3N(C(C2)=O)C(=CC=C3)NC3CCN(CC3)C(=O)OC(C)(C)C)C1